S1C=NC2=C1C=CC(=C2)C=2C(=CC(=C(C2)NC(=O)C2=CNC(C=C2C(F)(F)F)=O)N2C[C@H](N([C@H](C2)C)C)C)F |r| N-[5-(1,3-benzothiazol-5-yl)-4-fluoro-2-[rac-(3R,5S)-3,4,5-trimethylpiperazin-1-yl]phenyl]-6-oxo-4-(trifluoromethyl)-1H-pyridine-3-carboxamide